ClC=1C=CC(=C(C1)NC(=O)N1C[C@](CC1)(C=1SC=CN1)C1=CC(=C(C=C1)C)F)OC (R)-N-(5-chloro-2-methoxyphenyl)-3-(3-fluoro-4-methylphenyl)-3-(thiazol-2-yl)pyrrolidine-1-carboxamide